C1N(CCC2=CC=CC=C12)[C@@H]1[C@H](CN(CC1)C(=O)C=1C=CC2=C(NCCN(C2=O)C2COCC2)C1)O 8-((3S,4S)-4-(3,4-dihydroisoquinolin-2(1H)-yl)-3-hydroxypiperidine-1-carbonyl)-4-(tetrahydrofuran-3-yl)-1,2,3,4-tetrahydro-5H-benzo[e][1,4]diazepin-5-one